FC=1C=C(C=CC1F)NC(=O)N1CC=2N(C[C@@H]1C)N=NC2C(=O)N[C@@H](C(F)(F)F)C (S)-N5-(3,4-difluorophenyl)-6-methyl-N3-((R)-1,1,1-trifluoropropane-2-yl)-6,7-dihydro-[1,2,3]triazolo[1,5-a]pyrazine-3,5(4H)-dicarboxamide